C(C)(C)(C)OC(=O)NC1CCC(CC1)OC1=CC=C(C(=O)O)C=C1 4-(((1r,4r)-4-((tert-butoxycarbonyl)amino)cyclohexyl)oxy)benzoic acid